FC(CN1C(OC2=C(C1=O)C=C(C=C2)C=2OC(=NN2)C(F)F)(C)C2=CC=C(C=C2)F)F 3-(2,2-difluoroethyl)-6-[5-(difluoromethyl)-1,3,4-oxadiazol-2-yl]-2-(4-fluorophenyl)-2-methyl-2,3-dihydro-4H-1,3-benzoxazin-4-one